CS(=O)(=O)O.C1(=CC=CC=C1)C(OC1CCN(CC1)CCCC(=O)C1=CC=C(C=C1)C(C(=O)O)(C)C)C1=CC=CC=C1 2-(4-(4-(4-(diphenylmethoxy)piperidin-1-yl)butyryl)phenyl)-2-methylpropanoic acid methanesulfonate